ClC1=CC=CC=2C(OC(=NC21)C2=CC=C(C=C2)OC)=O 8-chloro-2-(4-methoxyphenyl)-3,1-benzoxazine-4-one